C(\C=C\C(=O)[O-])(=O)[O-].C(C)C=1NC=C([NH+]1)C.C(C)C=1NC=C([NH+]1)C 2-Ethyl-4-methyl-imidazolium fumaric acid salt